CC1=CC=CC=2N1C(=NN2)NC2=CC=CC=C2 5-methyl-N-phenyl-[1,2,4]triazolo[4,3-a]pyridin-3-amine